C(CC)[Bi](O[Bi](CCC)(CCC)(CCC)O[Bi](CCC)(CCC)(CCC)CCC)(CCC)(CCC)CCC bis(tetrapropyl-λ5-bismuthanyloxy)(tripropyl)-λ5-bismuthane